CC(=CCC1=CC(=C(C(=C1O)O)CC=C(C)C)[C@@H]2CC(=O)C3=C(C=C(C=C3O2)O)O)C The molecule is a tetrahydroxyflavanone that is (2S)-flavanone substituted by hydroxy groups at positions 5, 7, 3' and 4' and prenyl groups at positions 2' and 5'. Isolated from Erythrina sigmoidea, it exhibits anti-inflammatory and antioxidant activities. It has a role as a metabolite, an anti-inflammatory agent, a radical scavenger, an anti-obesity agent and an antibacterial agent. It is a tetrahydroxyflavanone and a member of 4'-hydroxyflavanones. It derives from a (2S)-flavanone.